C(C)(C)(C)OC(=O)NC1(CSCC1)C(=O)O 3-((tert-butoxycarbonyl)amino)tetrahydrothiophene-3-carboxylic Acid